N,N-dimethylaminophosphorodiamidate CNN(P([O-])(=O)N)NC